(3S,4S)-4-{(1S)-1-[(4E)-5-fluoro-4-(methoxyimino)-7-(5-oxo-4,5-dihydro-1,3,4-oxadiazol-2-yl)-3,4-dihydroquinolin-1(2H)-yl]ethyl}-3-methylpiperidine-1-carboxylic acid tert-butyl ester C(C)(C)(C)OC(=O)N1C[C@H]([C@H](CC1)[C@H](C)N1CC\C(\C2=C(C=C(C=C12)C=1OC(NN1)=O)F)=N/OC)C